[Ca].C(C)N(CC)CC triethylamine, calcium salt